OC1=CC=C2C(C(COC2=C1)C1=CC=C(C=C1)OC)C1=CC=C(C=C1)N1CCC(CC1)CN1CCN(CC1)C=1C=C2CN(C(C2=CC1)=O)C1C(NC(CC1)=O)=O 3-(5-(4-((1-(4-(7-hydroxy-3-(4-methoxyphenyl)chroman-4-yl)phenyl)piperidin-4-yl)methyl)piperazin-1-yl)-1-oxoisoindolin-2-yl)piperidine-2,6-dione